naphtho[2,3-b]benzofuran-4-ylboronic acid C1=CC=C(C2=C1C1=C(O2)C=C2C=CC=CC2=C1)B(O)O